[W].[Al].[Nd] neodymium-aluminum-tungsten